(3R)-1-(2-(5-Cyanopyrimidin-2-yloxy)-4-(4-fluorophenyl)cyclopentyl)piperidin-3-ylcarbamic acid tert-butyl ester C(C)(C)(C)OC(N[C@H]1CN(CCC1)C1C(CC(C1)C1=CC=C(C=C1)F)OC1=NC=C(C=N1)C#N)=O